6-(4-amino-4-methylpiperidin-1-yl)-3-(Sa)-(2,3-dichlorophenyl)-2-methylpyrimidin-4(3H)-one TFA salt OC(=O)C(F)(F)F.NC1(CCN(CC1)C1=CC(N(C(=N1)C)C1=C(C(=CC=C1)Cl)Cl)=O)C